1-ethyl ((S)-2-cyclopropyl-2-(2-((4-(5-fluoro-2-methoxypyridin-4-yl)-3-((S)-1-methoxy-2,2-dimethylpropyl)benzyl)oxy)pyridin-4-yl)ethyl)(methyl)phosphinate C1(CC1)[C@H](CP(OCC)(=O)C)C1=CC(=NC=C1)OCC1=CC(=C(C=C1)C1=CC(=NC=C1F)OC)[C@H](C(C)(C)C)OC